4-(4-cyano-2-methylphenoxy)-N-(3-(S-methylamino-sulfanyl)phenyl)-6-(trifluoromethyl)pyridazine-3-carboxamide C(#N)C1=CC(=C(OC2=C(N=NC(=C2)C(F)(F)F)C(=O)NC2=CC(=CC=C2)SNC)C=C1)C